5-Formyl-isoxazole-3-carboxylic acid ethyl ester C(C)OC(=O)C1=NOC(=C1)C=O